N-octadecyl-2-ethyl-3-benzyloxypyridin-4-one C(CCCCCCCCCCCCCCCCC)N1C(=C(C(C=C1)=O)OCC1=CC=CC=C1)CC